FC1=CC=C(C=C1)[C@@H]([C@H](C)O)O 1-(4-fluorophenyl)-(S,S)-1,2-propanediol